Bromospiro[cyclopropane-1,2'-indene]-1'(3'H)-one BrC1C2(C(C3=CC=CC=C13)=O)CC2